(S)-2-(3-fluoropyrrolidin-1-yl)-2-methylpropionaldehyde F[C@@H]1CN(CC1)C(C=O)(C)C